ClC=1C(=CC(=NC1)NC1CCN(CC1)CC=1C=C2CN(C(C2=CC1)=O)C1C(NC(CC1)=O)=O)C1=NC(=CC=C1)NCC1(CCOCC1)C#N 4-(((5'-chloro-2'-((1-((2-(2,6-dioxopiperidin-3-yl)-1-oxoisoindoline-5-yl)methyl)piperidin-4-yl)amino)-[2,4'-bipyridyl]-6-yl)amino)methyl)tetrahydro-2H-pyran-4-carbonitrile